FC1=C(C=CC(=C1)C(F)(F)F)COC1CN(C1)C(=O)N1C[C@@H]2[C@@H](OCC(N2)=O)[C@@H](C1)C (4aR,8R,8aS)-6-[3-[[2-fluoro-4-(trifluoromethyl)phenyl]methoxy]azetidine-1-carbonyl]-8-methyl-4,4a,5,7,8,8a-hexahydropyrido[4,3-b][1,4]oxazin-3-one